C1(CC1)N1C(=NC(=C1)C(F)(F)F)C1=C(C=C(C=N1)CO)F [6-[1-cyclopropyl-4-(trifluoromethyl)imidazol-2-yl]-5-fluoro-3-pyridyl]methanol